2-(3,4-dimethoxyphenyl)-3-isopropyl-5-(1'-((1-methyl-1H-pyrrol-2-yl)methyl)-[4,4'-bipiperidin]-1-yl)-1H-indole COC=1C=C(C=CC1OC)C=1NC2=CC=C(C=C2C1C(C)C)N1CCC(CC1)C1CCN(CC1)CC=1N(C=CC1)C